3-methyl-4-methylbenzofuran CC1=COC2=C1C(=CC=C2)C